7-fluoro-2-(2-oxo-2-{5-oxo-2-azabicyclo[2.2.1]heptan-2-yl}ethyl)-4H-1lambda6,2,4-benzothiadiazine-1,1,3-trione FC1=CC2=C(NC(N(S2(=O)=O)CC(N2C3CC(C(C2)C3)=O)=O)=O)C=C1